C1(=CC=CC=C1)C1CCC=2C1=NN(C2)C2CC(CC2)C#CC=2C=NC(=NC2)N 5-((3-(6-Phenyl-5,6-dihydrocyclopenta[c]pyrazol-2(4H)-yl)cyclopentyl)ethynyl)pyrimidine-2-Amine